(1-(3-chlorobenzoyl)-3-fluoro-1,2,3,4-tetrahydroquinolin-6-yl)-N-(4-chlorophenyl)propanamide ClC=1C=C(C(=O)N2CC(CC3=CC(=CC=C23)C(C(=O)NC2=CC=C(C=C2)Cl)C)F)C=CC1